COC=1C=C(C=C(C1OC)OC)N1C=NC(=C1)NC=1N=C(C2=C(N1)CNCC2)N2[C@@H](CCC2)C(=O)N (S)-1-(2-((1-(3,4,5-trimethoxyphenyl)-1H-imidazol-4-yl)amino)-5,6,7,8-tetrahydropyrido[3,4-d]pyrimidin-4-yl)pyrrolidine-2-carboxamide